(R)-4-((3',5'-dimethoxy-4'-methyl-2-(2-(tetrahydrofuran-3-yl)ethyl)-[1,1'-biphenyl]-4-yl)amino)tetrahydro-2H-pyran-4-carboxylic acid COC=1C=C(C=C(C1C)OC)C1=C(C=C(C=C1)NC1(CCOCC1)C(=O)O)CC[C@H]1COCC1